FC(C=1C(=C(C=CC1)[C@@H](C)NC=1C2=C(N=C(N1)C)C(=NC(=C2)C2(CCN(CC2)C(C)=O)OC([2H])([2H])[2H])C)F)F (R)-1-(4-(4-((1-(3-(difluoromethyl)-2-fluorophenyl)ethyl)amino)-2,8-dimethylpyrido[3,4-d]Pyrimidin-6-yl)-4-(methoxy-d3)Piperidin-1-yl)ethan-1-one